1-(3-allyloxy-5-fluoro-2-pyridyl)-4-benzyloxy-6-pent-4-enyl-pyrazolo[3,4-d]pyrimidine C(C=C)OC=1C(=NC=C(C1)F)N1N=CC=2C1=NC(=NC2OCC2=CC=CC=C2)CCCC=C